C(=CC)S(=O)(=O)O propenyl-sulfonic acid